tert-butyl-3-hydroxy-8-azabicyclo[3.2.1]octane-8-carboxylate C(C)(C)(C)OC(=O)N1C2CC(CC1CC2)O